FC(C=1C(=C(C=CC1)[C@@H](C)C=1N=C(C2=C(N1)C=NC(=C2)N2[C@H](CN(CC2)C)C)N)F)F ((R)-1-(3-(difluoromethyl)-2-fluorophenyl)ethyl)-6-((S)-2,4-dimethylpiperazin-1-yl)pyrido[3,4-d]pyrimidin-4-amine